Diethyl 2-((5-bromo-9-oxo-1,2,3,9-tetrahydropyrrolo[2,1-b]quinazolin-3-yl)methyl)malonate BrC1=CC=CC=2C(N3C(=NC12)C(CC3)CC(C(=O)OCC)C(=O)OCC)=O